C(C)(=O)O[C@@H]1O[C@@H]([C@H]([C@H]1OC(C)=O)F)COC(C1=CC=CC=C1)=O (2S,3S,4R,5R)-5-((benzoyloxy)methyl)-4-fluorotetrahydrofuran-2,3-diyl diacetate